C(C)(C)(C)C(=O)C=C 2-(t-butylcarbonyl)ethylene